Ethyl 4-(4-{3-[(tert-butoxycarbonyl) amino] propionylamino}-1-methylpyrrolidine-2-amido)-1-methylimidazole-2-carboxylate C(C)(C)(C)OC(=O)NCCC(=O)NC1CC(N(C1)C)C(=O)NC=1N=C(N(C1)C)C(=O)OCC